C1=2C(=O)OC(NC1=CC=CC2)=O isatoic anhydride